N-[(4-bromo-3-nitrophenyl)methyl]-N-(1,1-dioxo-2,3-dihydro-1lambda6-benzothiophen-7-yl)-6-(trifluoromethyl)pyridine-3-carboxamide BrC1=C(C=C(C=C1)CN(C(=O)C=1C=NC(=CC1)C(F)(F)F)C1=CC=CC=2CCS(C21)(=O)=O)[N+](=O)[O-]